[Na].C(C(C)C)OCC1=C2C=CC=NC2=CC=C1 5-(isobutoxymethyl)quinolin sodium